C(C1=CC=CC=C1)N1N=CC(=C1)C1=NC=2N=C(N(C(C2N1)=O)CCC)Cl 8-(1-benzyl-1H-pyrazol-4-yl)-2-chloro-1-propyl-1,7-dihydro-purin-6-one